FC1=C(C=C(C(=C1NC(=O)C1=CN=C2N1C=CC(=C2)N2CCN(CC2)C)C)F)C2=NOC(=N2)C2CN(C2)C(=O)OC methyl 3-(3-(2,5-difluoro-4-methyl-3-(7-(4-methylpiperazin-1-yl)imidazo[1,2-a]pyridine-3-carboxamido)phenyl)-1,2,4-oxadiazol-5-yl)azetidine-1-carboxylate